C1(CCCCCC1)N cycloheptanamine